4-(3-butenesulfonyl)phenylboronic acid C(CC=C)S(=O)(=O)C1=CC=C(C=C1)B(O)O